2-(diethylamino)acetic acid C(C)N(CC(=O)O)CC